BrCC(C(=O)[O-])=O 3-Bromo-2-oxopropionate